Cl.ClC1=CC=C(C[C@H]2CO[C@H](CN2C2CCC(CC2)C=2OC(=C(N2)C)C)C(=O)O)C=C1 (2R,5S)-5-(4-chlorobenzyl)-4-(4-(4,5-dimethyloxazol-2-yl)-cyclohexyl)morpholine-2-carboxylic acid hydrochloride